C(CCCCCCCCCCC)P(CO)(CO)=O dodecyldi(hydroxymethyl)phosphine oxide